CC(C)CCOC(=O)CC1=CC=CC=C1 ISOAMYL PHENYL ACETATE